FC=1C=C2C(=C(C=NC2=CC1)C(=O)N1CCC(CC1)S(=O)(=O)C)C1=CC=C(C=C1)C1(CC1)C#N 1-(4-(6-Fluoro-3-(4-(methylsulfonyl)piperidine-1-carbonyl)quinolin-4-yl)phenyl)cyclopropanecarbonitrile